5,7-DIMETHYL-N-(4-(PYRIDIN-4-YL)PHENYL)PYRAZOLO[1,5-a]PYRIMIDINE-3-CARBOXAMIDE CC1=NC=2N(C(=C1)C)N=CC2C(=O)NC2=CC=C(C=C2)C2=CC=NC=C2